CN1C=NC2=C1C(=O)N(C(=O)N2C)C.C1=CC=C(C=C1)C(=O)[O-].[Na+] The molecule is a mixture of caffeine and sodium benzoate. It is used for the treatment of acute respiratory depression associated with overdosage of CNS depressant drugs and also used in combination with ergotamine to prevent vascular headaches. It contains a caffeine and a sodium benzoate.